8-chloro-5-[(3R,5R)-3-fluoro-5-hydroxypiperidin-1-yl]imidazo[1,5-a]pyridin ClC=1C=2N(C(=CC1)N1C[C@@H](C[C@H](C1)O)F)C=NC2